BrC1=C(C=CC=C1)C1(CCCCC1)NC[C@@H]1CCC(N1)=O (5S)-5-[[[1-(2-bromophenyl)cyclohexyl]amino]methyl]-2-pyrrolidone